BrC=1C=C(C=C(C1)Br)CC=C 3-(3,5-dibromophenyl)propylene